1-butyl-3-methylimidazole L-glutamate N[C@@H](CCC(=O)O)C(=O)O.C(CCC)N1CN(C=C1)C